C(CCCCCCCCCCCCC)N1C(N(C=C1)C)C 1-tetradecyl-2,3-dimethylimidazole